COC[C@@H](C(=O)NC=1SC=C(N1)C1=CC(=CC=C1)C1=CC(=NC=C1)C)NC(=O)C=1C=C(C=CC1)C(CNC(OC(C)(C)C)=O)(C)C (S)-tert-butyl (2-(3-((3-methoxy-1-((4-(3-(2-methylpyridin-4-yl)phenyl)thiazol-2-yl)amino)-1-oxopropan-2-yl)carbamoyl)phenyl)-2-methylpropyl)carbamate